2-allyl-6-((1,3-dihydroisobenzofuran-5-yl)amino)-1-(6-(2-hydroxy-prop-2-yl)pyridin-2-yl)-1H-pyrazolo[3,4-d]pyrimidin-3(2H)-one C(C=C)N1N(C2=NC(=NC=C2C1=O)NC=1C=C2COCC2=CC1)C1=NC(=CC=C1)C(C)(C)O